O1COC2=C1C=CC(=C2)OCC(COC=2C(C=C(OC2)CO)=O)O 5-(3-(Benzo[d][1,3]dioxol-5-yloxy)-2-hydroxypropoxy)-2-(hydroxymethyl)-4H-pyran-4-one